trans-N-((1r,4r)-4-((5-chloro-4-(3-(2-oxo-1,2-dihydropyridin-3-yl)phenyl)pyrimidin-2-yl)amino)cyclohexyl)acetamide ClC=1C(=NC(=NC1)N[C@@H]1CC[C@H](CC1)NC(C)=O)C1=CC(=CC=C1)C=1C(NC=CC1)=O